BrC=1C=C(C=NC1)C#CC=1C=C(C(=O)N[C@H]([C@H](C2=CC=CC=C2)O)CO)C=CC1C 3-[(5-Bromopyridin-3-yl)ethynyl]-N-[(1S,2S)-1,3-dihydroxy-1-phenylprop-2-yl]-4-methylbenzamide